C(N)(=N)C=1C=C(SC1F)CNC(=O)[C@H]1N([C@H]2C[C@]2(C1)C)C(CNC(C1=CC=C(C=C1)OC1=CC=CC=C1)=O)=O (1S,3S,5S)-N-((4-carbamimidoyl-5-fluorothiophen-2-yl)methyl)-5-methyl-2-((4-phenoxybenzoyl)glycyl)-2-azabicyclo[3.1.0]hexane-3-carboxamide